N-(4-(4-amino-6-ethynyl-5-(quinolin-3-yl)-7H-pyrrolo[2,3-d]pyrimidin-7-yl)bicyclo[2.2.1]heptan-1-yl)-5-methylpyrazine-2-carboxamide NC=1C2=C(N=CN1)N(C(=C2C=2C=NC1=CC=CC=C1C2)C#C)C21CCC(CC2)(C1)NC(=O)C1=NC=C(N=C1)C